(E)-3-(4-Ethylphenyl)-1-[2-hydroxy-6-[[4-(trifluoromethoxy)phenyl]methoxy]phenyl]prop-2-en-1-one C(C)C1=CC=C(C=C1)/C=C/C(=O)C1=C(C=CC=C1OCC1=CC=C(C=C1)OC(F)(F)F)O